C(C)(C)CS(=O)(=O)O.S(C)(=O)(=O)OC(C)C isopropyl mesylate (isopropyl methanesulfonate)